C(CCC)OC(=O)C1=CN(C(C(=C1)C(NC)=O)=O)CC1=C(C(=CC=C1)C)F 1-(2-fluoro-3-methylbenzyl)-5-(methylcarbamoyl)-6-oxo-1,6-dihydropyridine-3-Carboxylic acid butyl ester